F[Al](F)F trifluoro-Aluminum